4-(2-Amino-2-methylpropanoyl)-N-(1-(4-((2-amino-7-azaspiro[3.5]nonan-7-yl)methyl)cyclohexyl)-2-oxo-1,2-dihydropyrimidin-4-yl)piperazine-1-carboxamide hydrochloride salt Cl.NC(C(=O)N1CCN(CC1)C(=O)NC1=NC(N(C=C1)C1CCC(CC1)CN1CCC2(CC(C2)N)CC1)=O)(C)C